C(C)OC=1C(=C(C=CC1)C1=CC=CC=C1)C ethoxy-2-methyl-[1,1'-biphenyl]